tert-butyl 4-(2-ethoxy-2-oxoethyl)-3,5-dimethyl-3,6-dihydropyridine-1(2H)-carboxylate C(C)OC(CC=1C(CN(CC1C)C(=O)OC(C)(C)C)C)=O